(3S)-3-(2-aminopropyl)pyrrolidine-1-carboxylic acid tert-butyl ester C(C)(C)(C)OC(=O)N1C[C@@H](CC1)CC(C)N